FC=1C=C(C=CC1F)N1N=C(C=C(C1=O)C(=O)O)C=1C=NC(=CC1)C(F)(F)F 2-(3,4-Difluoro-phenyl)-3-oxo-6-[6-(trifluoromethyl)-3-pyridyl]pyridazine-4-carboxylic acid